2-(1-(4-amino-3-(4-methoxyphenyl)-1H-pyrazolo[3,4-d]pyrimidin-1-yl)ethyl)-3-cyclobutyl-5-fluoroquinazolin-4(3H)-one NC1=C2C(=NC=N1)N(N=C2C2=CC=C(C=C2)OC)C(C)C2=NC1=CC=CC(=C1C(N2C2CCC2)=O)F